FC=1C=C(N)C=CC1N1CC2N(CC1)CCCC2 3-fluoro-4-(octahydro-2H-pyrido[1,2-a]pyrazin-2-yl)aniline